7-[1-(2,2-difluoroethyl)-1H-pyrazolo[3,4-b]pyrazin-6-yl]-2-[6-(trifluoromethyl)pyridin-2-yl]-2,7-diazaspiro[3.5]nonane FC(CN1N=CC=2C1=NC(=CN2)N2CCC1(CN(C1)C1=NC(=CC=C1)C(F)(F)F)CC2)F